2-(4-cyclopropyl-6-methoxy-pyrimidin-5-yl)-4-[[4-[1-cyclopropyl-4-(trifluoromethyl)imidazol-2-yl]-3-fluoro-phenyl]methoxy]-5-methoxy-pyrimidine C1(CC1)C1=NC=NC(=C1C1=NC=C(C(=N1)OCC1=CC(=C(C=C1)C=1N(C=C(N1)C(F)(F)F)C1CC1)F)OC)OC